2,2-dimethyl-4-oxo-3,6,9,12-tetraoxapentadecan-15-oic acid CC(C)(OC(COCCOCCOCCC(=O)O)=O)C